3,5-Dimethoxyamphetamine hydrochloride Cl.COC=1C=C(CC(N)C)C=C(C1)OC